ClC1=CC=C(C(=N1)C(=O)O)NC(C)C1=CC(=CC=2C(C(=C(OC21)SCC)C)=O)C(F)(F)F 6-chloro-3-[1-[2-ethylsulfanyl-3-methyl-4-oxo-6-(trifluoromethyl)benzopyran-8-yl]ethylamino]pyridine-2-carboxylic acid